C(C)(=O)NC=1C=C(OC2=C(C=C(C=C2C)NC(CCN2CCCCC2)=O)C)C=C(C1)C=1C(=NOC1C)C N-(4-(3-acetamido-5-(3,5-dimethylisoxazol-4-yl)phenoxy)-3,5-dimethylphenyl)-3-(piperidin-1-yl)propanamide